CC1=C(C(=CC(=C1)CCC)C)O 2,6-dimethyl-4-propylphenol